N-ethylidene-3-(methyldiethoxysilyl)-1-propylamine C(C)=NCCC[Si](OCC)(OCC)C